N-(3-cyano-4-fluorophenyl)-1H-imidazole-1-carboxamide C(#N)C=1C=C(C=CC1F)NC(=O)N1C=NC=C1